5-({[4-(Aminomethyl)phenyl]methyl}(methyl)amino)-1-benzoyl-3-{4-methyl-1-[2-(morpholin-4-yl)acetyl]-2-oxopyrrolidin-3-yl}-1H-pyrazol-4-carbonitril NCC1=CC=C(C=C1)CN(C1=C(C(=NN1C(C1=CC=CC=C1)=O)C1C(N(CC1C)C(CN1CCOCC1)=O)=O)C#N)C